ClC1=CNC2=NC=CC(=C21)OC2=CC(=C(C=C2)NC(=O)NC2=CC(=C(C=C2)CN2CCNCC2)C(F)(F)F)F 1-(4-((3-chloro-1H-pyrrolo[2,3-b]pyridin-4-yl)oxy)-2-fluorophenyl)-3-(4-(piperazin-1-ylmethyl)-3-(trifluoromethyl)phenyl)urea